FC1=CC=C(C=C1)NC(C(N1CC2=C(CC1)C=C(S2)C2=NOC(=N2)C(F)(F)F)=O)=O N-(4-fluorophenyl)-2-oxo-2-(2-(5-(trifluoromethyl)-1,2,4-oxadiazol-3-yl)-4,7-dihydrothieno[2,3-c]pyridin-6(5H)-yl)acetamide